N(C(=N)N)C1=CC=C(C(=O)OC=2C=C3CCOC(C3=CC2)=O)C=C1 1-oxo-isochroman-6-yl 4-guanidinobenzoate